[Cl-].[Cl-].CC=1C=C(C(=C(C1)[Ti+2][Si](C)(C)C=1C(C2=CC=CC=C2C1)C)OC1=CC=CC=C1)C(C1=CC=CC=C1)C1=CC=CC=C1 5-methyl-2-phenoxy-3-benzhydryl-(1-methylindenyl)dimethylsilyl-phenyl-titanium dichloride